3-Isocyanato-propyltrimethoxysilan N(=C=O)CCC[Si](OC)(OC)OC